FC=1C(=CC(=C2NC(C=3N(C12)C(=NN3)C)(C)C)C)C3=C1C=CNC1=CC=C3 9-Fluoro-8-(1H-indol-4-yl)-1,4,4,6-tetramethyl-5H-[1,2,4]triazolo[4,3-a]quinoxaline